2-fluoro-2-methylpropan-1-amine FC(CN)(C)C